[N-]=C=O.[N-]=C=O.CC1=CC=CC=C1 4-methylbenzene diisocyanate